(2-amino-5-bromo-3-nitrophenyl)(morpholino)methanone NC1=C(C=C(C=C1[N+](=O)[O-])Br)C(=O)N1CCOCC1